BrC1=CC(=CC=2CCOC21)OC2CCC(CC2)(F)F 7-Bromo-5-((4,4-difluorocyclohexyl)oxy)-2,3-dihydrobenzo-furan